potassium 2,5-dihydroxybenzenesulfonate salt OC1=C(C=C(C=C1)O)S(=O)(=O)[O-].[K+]